FC(C1=C(CN2C(NC3=C2C=CC=C3)=N)C=CC=C1)(F)F 1-(2-(trifluoromethyl)benzyl)-1H-benzo[d]imidazol-2(3H)-imine